1-(3-(benzyloxy)-2-chlorophenyl)-1,7-dihydropyrano[3,4-c]pyrazol-4(5H)-one C(C1=CC=CC=C1)OC=1C(=C(C=CC1)N1N=CC2=C1COCC2=O)Cl